N-[3-chloro-4-[4-[2-[(3S)-pyrrolidin-3-yl]acetyl]piperazine-1-carbonyl]phenyl]-5-[6-methoxy-2-(trifluoromethyl)-3-pyridinyl]-1-methyl-imidazole-2-carboxamide ClC=1C=C(C=CC1C(=O)N1CCN(CC1)C(C[C@H]1CNCC1)=O)NC(=O)C=1N(C(=CN1)C=1C(=NC(=CC1)OC)C(F)(F)F)C